N,N-bis(4-(benzo[d]oxazol-2-yl)phenyl)-6-phenylnaphthalen-2-amine O1C(=NC2=C1C=CC=C2)C2=CC=C(C=C2)N(C2=CC1=CC=C(C=C1C=C2)C2=CC=CC=C2)C2=CC=C(C=C2)C=2OC1=C(N2)C=CC=C1